C(N)(=O)N1N([C@@H]2[C@H](C1)NCC2(F)F)CCC(C(=O)OCC=C)(C)C allyl 4-((cis)-2-carbamoyl-6,6-difluorohexahydropyrrolo[3,2-c]pyrazol-1(2H)-yl)-2,2-dimethylbutanoate